N1C=CC2=CC(=CC=C12)OC=1C=C(C=CC1)C=1NC(=CN1)C(O)C=1C=NN(C1)C (2-(3-((1H-indol-5-yl)oxy)phenyl)-1H-imidazol-5-yl)(1-methyl-1H-pyrazol-4-yl)methanol